trans-4-((3-(1-Cyclopropyl-1H-pyrazol-4-yl)phenyl)((trans-4-(4-methoxy-3-methylphenyl)cyclohexyl)methyl) carbamoyl)cyclohexyl (3-hydroxypropyl)carbamate OCCCNC(O[C@@H]1CC[C@H](CC1)C(N(C[C@@H]1CC[C@H](CC1)C1=CC(=C(C=C1)OC)C)C1=CC(=CC=C1)C=1C=NN(C1)C1CC1)=O)=O